NC1=NC(=NC(=N1)C)C(Cl)(Cl)Cl 2-amino-4-methyl-6-trichloromethyl-1,3,5-triazine